N1=C(C=CC=C1)C1=C(C=CC=C1)C1=CC=C(C=C1)C(=O)OC Methyl 2'-(pyridin-2-yl)-[1,1'-biphenyl]-4-carboxylate